3-(4-(6-Hydroxyhex-1-yn-1-yl)-1-oxoisoindolin-2-yl)-1-((2-(trimethylsilyl)ethoxy)methyl)piperidine-2,6-dione OCCCCC#CC1=C2CN(C(C2=CC=C1)=O)C1C(N(C(CC1)=O)COCC[Si](C)(C)C)=O